FC(C1=CC=CC(=N1)OCC1[C@H]2CN(C[C@@H]12)C(=O)C1=CN=CC(=N1)C(=O)[O-])(F)F 6-((1R,5S,6r)-6-(((6-(trifluoromethyl)pyridin-2-yl)oxy)methyl)-3-azabicyclo[3.1.0]hexane-3-carbonyl)pyrazine-2-carboxylate